(S)-4-(6-methoxynicotinoyl)-3-methylpiperazin COC1=NC=C(C(=O)N2[C@H](CNCC2)C)C=C1